[Bi].[Te]=O tellurium oxide Bismuth